C=C(CCCCC=C)CCCCCCC=C 7-methylenepentadeca-1,14-diene